C1(CC1)C=1C=NC=CC1CNC 1-(3-cyclopropyl-4-pyridyl)-N-methyl-methanamine